7-(6-(pyridin-3-yloxy)pyridin-3-yl)-3,6-dihydroimidazo[4,5-d]pyrrolo[2,3-b]pyridin-2(1H)-one N1=CC(=CC=C1)OC1=CC=C(C=N1)C1=CC=2C(=NC=C3C2NC(N3)=O)N1